OCCS(=O)(=O)NC1=CC(=C(C=C1)C=1OC(=NN1)C1=NC(=CC(=C1)C)N1C[C@H](OCC1)C)N1CCC2(CC2)CC1 (R)-2-Hydroxy-N-(4-(5-(4-methyl-6-(2-methylmorpholino)pyridin-2-yl)-1,3,4-oxadiazole-2-yl)-3-(6-azaspiro[2.5]oct-6-yl)phenyl)ethane-1-sulfonamide